SC=1C=C2C=NN(CC2=CC1)CC1=NN(C=C1)C1OCCCC1 6-mercapto-2-((1-(tetrahydro-2H-pyran-2-yl)-1H-pyrazol-3-yl)methyl)phthalazin